BrC1=CC(=C(C=C1)NC=1N(C(C=C(C1C(=O)N)OC1=C2CCC(NC2=CC=C1)=O)=O)C)F ((4-bromo-2-fluorophenyl)amino)-1-methyl-6-oxo-4-((2-oxo-1,2,3,4-tetrahydroquinolin-5-yl)oxy)-1,6-dihydropyridine-3-carboxamide